N[C@@H]1CN(CCC1(F)F)C1=NC2=C(N1CC=1N=CC(=NC1)C#N)C=C(C=C2)Cl (R)-5-((2-(3-amino-4,4-difluoropiperidin-1-yl)-6-chloro-1H-benzo[d]imidazol-1-yl)methyl)pyrazine-2-carbonitrile